14-iodo-4,6,8,10,12-pentamethylpentadecyl nonoxymethyl ether C(CCCCCCCC)OCOCCCC(CC(CC(CC(CC(CC(C)I)C)C)C)C)C